NC1=CC=C(C=C1)NC(NC1=CC=C(C(=O)NO)C=C1)=O 4-(3-(4-aminophenyl)ureido)-N-hydroxybenzamide